ClC=1C=NN(C1)C(C(=O)OCCC(=C(F)F)F)C(C)C 3,4,4-trifluorobut-3-en-1-yl 2-(4-chloro-1H-pyrazol-1-yl)-3-methylbutanoate